(3S,3aS,6S,7R,7aS)-N-benzyl-7-(2-((tert-butyldimethylsilyl)oxy)ethyl)-1-phenethyloctahydro-3aH-3,6-methanopyrrolo[3,2-b]pyridine-3a-carboxamide C(C1=CC=CC=C1)NC(=O)[C@@]12NC[C@@H]3[C@H]([C@@H]1N(C[C@@H]2C3)CCC3=CC=CC=C3)CCO[Si](C)(C)C(C)(C)C